[N+](=O)([O-])C=1C=NC(=NC1)N[C@H]1CNCC1 (R)-5-nitro-N-(pyrrolidin-3-yl)pyrimidin-2-amine